N-isopropylisobutyrylamide C(C)(C)[N-]C(C(C)C)=O